N-[1-(3,5-dimethylphenyl)propan-2-yl]acetamide CC=1C=C(C=C(C1)C)CC(C)NC(C)=O